C1C(CC12CCC2)NC(=O)NCC2=CC(=CC=C2)OCC(F)(F)F 1-Spiro[3.3]hept-2-yl-3-[3-(2,2,2-trifluoro-ethoxy)-benzyl]-urea